N1(CCCC1)C1=C(C=C(C=O)C=C1)C(F)(F)F 4-(pyrrolidin-1-yl)-3-(trifluoromethyl)benzaldehyde